N-sulfopropyl-3,5-dimethoxyaniline S(=O)(=O)(O)CCCNC1=CC(=CC(=C1)OC)OC